ClC1=C(C(N(C(N1CC#CC1=CC=C(C=C1)O)=O)CC1CCCC1)=O)NC(CCC1=CC=C(C=C1)C)=O N-(6-chloro-3-(cyclopentylmethyl)-1-(3-(4-hydroxyphenyl)prop-2-yn-1-yl)-2,4-dioxo-1,2,3,4-tetrahydropyrimidin-5-yl)-3-(p-tolyl)propanamide